ClC1=C(C(C=2C=CC(=NC2C1=O)C)=O)NC1=C(C=C(C=C1F)N1CCN(CC1)C)F 7-chloro-6-((2,6-difluoro-4-(4-methylpiperazin-1-yl)phenyl)amino)-2-methylquinoline-5,8-dione